17α,18,21-trihydroxy-4-pregnene-3,11,20-trione O[C@]1(C(CO)=O)CC[C@H]2[C@@H]3CCC4=CC(CC[C@]4(C)[C@H]3C(C[C@]12CO)=O)=O